ClC1=C(C=CC(=C1)C1=NC2=CC=C3C(=C2C=2CCCCC12)C=NN3)O 2-chloro-4-(8,9,10,11-tetrahydro-3H-pyrazolo[4,3-a]phenanthridin-7-yl)phenol